N1[C@@H](CC2=CC=CC=C12)C(=O)O (S)-indoline-2-carboxylic acid